COC(=O)C=1N(C(=CC1)C=O)C 5-formyl-1-methyl-1H-pyrrole-2-carboxylic acid methyl ester